C(C)OC=1C=C(N=NC1C1CCN(CC1)C(=O)C1=NC=C(C(=C1)OC)OC1=CC=C(C=C1)C(F)(F)F)N 5-Ethoxy-6-(1-{4-methoxy-5-[4-(tri-fluoromethyl)phenoxy]pyridine-2-carbonyl}piperidin-4-yl)pyridazin-3-amine